CN(C/C=C/C(=O)NC=1C=C2C(=NC1)N(C=C2C)C2=NC(=NC=C2F)NC=2C=NN(C2)C[C@H](C)O)C (E)-4-(dimethylamino)-N-[1-[5-fluoro-2-[[1-[(2S)-2-hydroxypropyl]pyrazol-4-yl]amino]pyrimidin-4-yl]-3-methyl-pyrrolo[2,3-b]pyridin-5-yl]but-2-enamide